6-(4-(3-((dimethylamino)methyl)-3-fluoropyrrolidin-1-yl)-6-fluoro-8-(methylamino)-9H-pyrido[2,3-b]indol-3-yl)-1-methyl-4-oxo-1,4-dihydro-1,8-naphthyridine-3-carboxylic acid CN(C)CC1(CN(CC1)C1=C(C=NC=2NC3=C(C=C(C=C3C21)F)NC)C=2C=C1C(C(=CN(C1=NC2)C)C(=O)O)=O)F